(S)-2-((6-((4-cyano-2-fluorobenzyl)oxy)-3',6'-Dihydro-[2,4'-bipyridyl]-1'(2'H)-yl)methyl)-1-(oxetan-2-ylmethyl)-1H-thiophene C(#N)C1=CC(=C(COC2=CC=CC(=N2)C=2CCN(CC2)CC=2S(C=CC2)C[C@H]2OCC2)C=C1)F